3-(2,4-dioxohexahydropyrimidin-1-yl)-4-methoxy-N-[[1-(4-piperidylmethyl)-4-piperidyl]methyl]benzamide O=C1N(CCC(N1)=O)C=1C=C(C(=O)NCC2CCN(CC2)CC2CCNCC2)C=CC1OC